C(C)(C)(C)OC(=O)N1C[C@H]2C([C@H]2C1)C1=NOC(=C1C)C(=O)OCC (1R,5S,6r)-6-[5-(ethoxycarbonyl)-4-methyl-1,2-oxazol-3-yl]-3-azabicyclo[3.1.0]Hexane-3-carboxylic acid tert-butyl ester